COC(CC1CCN(CC1)C1=CC=C(C=C1)C=1C=C2C(N(CC2=C(C1)F)C(C(NC=1SC=CN1)=O)C1=C2N(C=N1)CCC2)=O)=O 2-[1-[4-[2-[1-(6,7-dihydro-5H-pyrrolo[1,2-c]imidazol-1-yl)-2-oxo-2-(thiazol-2-ylamino)ethyl]-7-fluoro-3-oxo-isoindolin-5-yl]phenyl]-4-piperidinyl]acetic acid methyl ester